Ethyl-2-(7-cyclohexyl-9-methoxy-2-methyl-3-oxo-3,5-dihydro-2H-benzo[c]pyrido[3,4-e]azepin-5-yl)acetate C(C)OC(CC1C=2C(C3=C(C(=N1)C1CCCCC1)C=C(C=C3)OC)=CN(C(C2)=O)C)=O